1-(4-benzyl-3,4-dihydro-2H-benzo[b][1,4]oxazin-7-yl)-3-(1H-indol-6-yl)urea C(C1=CC=CC=C1)N1C2=C(OCC1)C=C(C=C2)NC(=O)NC2=CC=C1C=CNC1=C2